(6S,7S)-N-(2,2-difluoroethyl)-6-((2-fluoro-[1,1'-biphenyl]-3-yl)methyl)-7-((fluoromethyl)sulfonamido)-5-azaspiro[2.4]heptane-5-carboxamide FC(CNC(=O)N1CC2(CC2)[C@@H]([C@@H]1CC=1C(=C(C=CC1)C1=CC=CC=C1)F)NS(=O)(=O)CF)F